N1C(C(NC(C1=O)=O)=O)=O piperazinetetrone